1,2-dimyristoyl-trans-sn-glycero-3-phosphocholine C(CCCCCCCCCCCCC)(=O)OC[C@@H](OC(CCCCCCCCCCCCC)=O)COP(=O)([O-])OCC[N+](C)(C)C